1-Butyl-2-(naphthalen-1-yl)-N-(o-tolyl)-1H-benzo[d]imidazol-4-amine C(CCC)N1C(=NC2=C1C=CC=C2NC2=C(C=CC=C2)C)C2=CC=CC1=CC=CC=C21